C(CCCCCCC\C=C/CCCCCCCC)OCC(CN(C)C)OCCCCCCCC\C=C/CCCCCCCC 1,2-dioleyl-oxy-N,N-dimethyl-3-aminopropane